BrC(CS(=O)(=O)C1=CC=CC=C1)C1=CC2=CC=CC=C2C=C1 2-(1-bromo-2-(benzenesulfonyl)ethyl)naphthalene